ClC=1C=CC(=NC1)[C@@H](C)NC(C1=CC(=CC(=C1)OC1COC1)C=1SC(=CN1)C)=O N-[(1R)-1-(5-Chloropyridin-2-yl)ethyl]-3-(5-methyl-1,3-thiazol-2-yl)-5-(oxetan-3-yloxy)benzamide